4-[[9-chloro-7-(2-fluoro-6-methoxyphenyl)-5H-pyrimido[5,4-d][2]benzazepin-2-yl]amino]-2-methoxybenzoic acid ClC1=CC2=C(C3=C(CN=C2C2=C(C=CC=C2OC)F)C=NC(=N3)NC3=CC(=C(C(=O)O)C=C3)OC)C=C1